tert-butyl (3S)-3-[4-[(4,5-dichloro-2-hydroxyphenyl)[(2-methylpropane-2-sulfinyl)amino]methyl]piperidine-1-carbonyl]pyrrolidine-1-carboxylate ClC1=CC(=C(C=C1Cl)C(C1CCN(CC1)C(=O)[C@@H]1CN(CC1)C(=O)OC(C)(C)C)NS(=O)C(C)(C)C)O